COC1=C(C=C(C=N1)C(CC(=O)O)C)C(F)(F)F 3-(6-methoxy-5-(trifluoromethyl)pyridin-3-yl)butanoic acid